hydroxyacrylic acid OC(C(=O)O)=C